N[C@H]1[C@@H](N(C1=O)S(=O)(=O)O)C (2S,3S)-3-amino-2-methyl-4-oxo-1-azetidinesulfonic acid